C(C)(C)(C)OC(=O)N1OCCC1C=1C=NC(=CC1)Cl.Cl.O1NC(CC1)C=1C=CC(=NC1)O 5-(Isoxazolidin-3-yl)pyridin-2-ol HCl salt Tert-butyl-3-(6-chloro-3-pyridyl)isoxazolidine-2-carboxylate